[Br-].NCCC[N+](CC(COC(CCCCCCCC)CCCCC)OC(CCCCCCCC)CCCCC)(C)C (±)-N-(3-aminopropyl)-N,N-dimethyl-2,3-bis(cis-9-tetradecyloxy)-1-propanaminium bromide